Dibenzyl phosphonate P(OCC1=CC=CC=C1)(OCC1=CC=CC=C1)=O